7-chloro-3-(3-cyclopropyl-1-(tetrahydro-2H-pyran-2-yl)-1H-pyrazol-5-yl)-1-isopropyl-1H-pyrazolo[4,3-c]pyridin-4-amine ClC=1C2=C(C(=NC1)N)C(=NN2C(C)C)C2=CC(=NN2C2OCCCC2)C2CC2